[N+](=O)([O-])C1=CC=C(C=C1)CC(=O)C1=CC=CC=C1 (4-nitrophenyl)acetophenone